(+/-)-2-(4-methyl-3-cyclohexen-1-yl)-2-propanethiol CC1=CC[C@@H](CC1)C(C)(C)S |r|